NC=1C=NC=CC1N1CCC(CC1)C(=O)N1CCN(CC1)C (1-(3-aminopyridin-4-yl)piperidin-4-yl)(4-methylpiperazin-1-yl)methanone